O[C@@H]1[C@@H](CC(CC1)=O)C |r| rac-(3R,4S)-4-hydroxy-3-methylcyclohexan-1-one